5-bromo-2-chlorobenzaldehyde BrC=1C=CC(=C(C=O)C1)Cl